CC1=CC=C(C=2N1N=CN2)[N+](=O)[O-] 5-methyl-8-nitro-[1,2,4]triazolo[1,5-a]pyridine